(E)-2-methoxy-N'-(1-(pyridin-2-yl)ethylidene)benzohydrazide COC1=C(C(=O)N/N=C(\C)/C2=NC=CC=C2)C=CC=C1